C(C)OC(=O)C=1N=C2N(C(NC=C2Br)=O)C1 8-bromo-5-oxo-5,6-dihydroimidazo[1,2-c]Pyrimidine-2-carboxylic acid ethyl ester